The molecule is a member of the class of coumestans that is 3,4-didehydroterocarpan substituted by hydroxy groups at positions 7 and 4', a methoxy group at position 5 and prenyl groups at positions 6 and 5'. Isolated from the roots of Glycyrrhiza uralensis, it exhibits antibacterial activity. It has a role as an antibacterial agent and a plant metabolite. It is a polyphenol, a member of coumestans and an aromatic ether. CC(=CCC1=CC2=C(C=C1O)OC3=C2COC4=C3C(=C(C(=C4)O)CC=C(C)C)OC)C